BrC1=C(C(=CC(=N1)N(CC1=CC=C(C=C1)OC)CC1=CC=C(C=C1)OC)C)C(F)(F)F 6-bromo-N,N-bis(4-methoxybenzyl)-4-methyl-5-(trifluoromethyl)pyridin-2-amine